1,6-dicyanooxynaphthalene C(#N)OC1=CC=CC2=CC(=CC=C12)OC#N